FC1=CC=C2C(=CNC2=C1)CC(=O)N1C[C@@H](OCC1)COC (R)-2-(6-fluoro-1H-indol-3-yl)-1-(2-(methoxymethyl)morpholino)ethan-1-one